1-tert-butoxycarbonylazetidin-3-ylzinc iodide [I-].C(C)(C)(C)OC(=O)N1CC(C1)[Zn+]